ethyl 7-amino-8-cyano-6-(3-methoxy-2,6-dimethylphenyl)-5-oxo-5,6-dihydro-1,6-naphthyridine-2-carboxylate NC=1N(C(C=2C=CC(=NC2C1C#N)C(=O)OCC)=O)C1=C(C(=CC=C1C)OC)C